benzoyl-(phenyliodonium) C(C1=CC=CC=C1)(=O)[I+]C1=CC=CC=C1